OC(C(=O)SCCNC(CCNC([C@@H](C(COP(OP(OC[C@@H]1[C@H]([C@H]([C@@H](O1)N1C=NC=2C(N)=NC=NC12)O)OP(=O)(O)O)(=O)O)(=O)O)(C)C)O)=O)=O)CC(C)C 2-hydroxy-4-methyl-pentanoyl-CoA